ClC1=C(\C=N\OC(C(=O)OC)C)C=C(C(=C1)F)N1C(N(C(=CC1=O)C(F)(F)F)C)=O methyl 2-{[(E)-{2-chloro-4-fluoro-5-[3-methyl-2,6-dioxo-4-(trifluoromethyl)-3,6-dihydropyrimidin-1(2H)-yl]benzylidene} amino]oxy}propanoate